FC=1C=C(C=CC1F)NC(=O)N1CC=2N(C[C@@H]1C)C=NC2C(=O)N[C@@H](C(F)(F)F)C (S)-N7-(3,4-Difluorophenyl)-6-methyl-N1-((R)-1,1,1-trifluoropropan-2-yl)-5,6-dihydroimidazo[1,5-a]pyrazine-1,7(8H)-dicarboxamide